N-acetyl-methyl-2-methyl-propenamide C(C)(=O)NC(C(=CC)C)=O